5-(2,3-dimethyl-3H-imidazo[4,5-b]pyridin-5-yl)-N-((1-(trifluoromethyl)cyclopropyl)methyl)pyrrolo[2,1-f][1,2,4]triazin-2-amine CC1=NC=2C(=NC(=CC2)C=2C=CN3N=C(N=CC32)NCC3(CC3)C(F)(F)F)N1C